NCCNCCC[SiH2]C(OC)OC 3-(2-aminoethylamino)-propyldimethoxymethylsilane